6-ethyl-9-fluoro-8-(5-fluoro-1H-indol-7-yl)-1,4,4-trimethyl-4,5-dihydro-[1,2,4]triazolo[4,3-a]quinoxaline C(C)C1=C2NC(C=3N(C2=C(C(=C1)C=1C=C(C=C2C=CNC12)F)F)C(=NN3)C)(C)C